lithium N-(dimethylcarbamoyl)-N-methyl-L-valinate CN(C(=O)N([C@@H](C(C)C)C(=O)[O-])C)C.[Li+]